2-(3-Hydroxyazetidin-1-yl)isonicotinic acid OC1CN(C1)C=1C=C(C(=O)O)C=CN1